COC=1C=C2C(=NC=NC2=CC1OC)C1=CC=C(CCP(OCC2=CC=CC=C2)(OCC2=CC=CC=C2)=O)C=C1 Dibenzyl (4-(6,7-dimethoxyquinazolin-4-yl)phenethyl)phosphonate